N-(3-(tert-butyl)-1-methyl-1H-pyrazol-5-yl)-6-((2-((1-methyl-1H-pyrazol-4-yl)amino)pyrimidin-5-yl)methyl)-4,5,6,7-tetrahydrothieno[2,3-c]pyridine-3-carboxamide C(C)(C)(C)C1=NN(C(=C1)NC(=O)C1=CSC=2CN(CCC21)CC=2C=NC(=NC2)NC=2C=NN(C2)C)C